2-(4-bromophenyl)-N-hydroxyacetimidamide BrC1=CC=C(C=C1)CC(NO)=N